6-chloro-3-iodo-1-(tetrahydro-2H-pyran-2-yl)-1H-pyrazolo[3,4-d]pyrimidine ClC1=NC=C2C(=N1)N(N=C2I)C2OCCCC2